tert-butyl (R)-1-((1-(2-ethoxy-2-oxoethyl)piperidin-3-yl)amino)-4-(2-hydroxy-4-(trifluoromethyl)phenyl)-5,7-dihydro-6H-pyrrolo[3,4-d]pyridazine-6-carboxylate C(C)OC(CN1C[C@@H](CCC1)NC1=NN=C(C2=C1CN(C2)C(=O)OC(C)(C)C)C2=C(C=C(C=C2)C(F)(F)F)O)=O